C[C@@H]1CN(C[C@@H](N1)C)C1=CC(=CC(=N1)CNC=1C2=C(N=CC1)NC=C2C=2C=NC=CC2)C(F)(F)F N-((6-((3R,5S)-3,5-Dimethylpiperazin-1-yl)-4-(trifluoromethyl)pyridin-2-yl)methyl)-3-(pyridin-3-yl)-1H-pyrrolo[2,3-b]pyridin-4-amine